OC1=C(C(N(C2=NC=CC=C12)CCN1C2(CC2)COCC1)=O)C(=O)OCC ethyl 4-hydroxy-1-[2-(7-oxa-4-azaspiro[2.5]octan-4-yl)ethyl]-2-oxo-1,8-naphthyridine-3-carboxylate